N-((R*)-(2-((S)-amino(4,4-difluorocyclohexyl)methyl)imidazo[1,2-b]pyridazin-7-yl)(cyclopropyl)methyl)-4,4,4-trifluorobutanamide N[C@H](C=1N=C2N(N=CC(=C2)[C@H](NC(CCC(F)(F)F)=O)C2CC2)C1)C1CCC(CC1)(F)F |o1:10|